2-(ethoxymethyl)-N-trityl-1H-imidazo[4,5-c]quinolin-4-amine C(C)OCC=1NC2=C(C(=NC=3C=CC=CC23)NC(C2=CC=CC=C2)(C2=CC=CC=C2)C2=CC=CC=C2)N1